2,4,6-tris-(4-bromomethyl-phenyl)-[1,3,5]triazine BrCC1=CC=C(C=C1)C1=NC(=NC(=N1)C1=CC=C(C=C1)CBr)C1=CC=C(C=C1)CBr